COCCN(C(O[C@@H]1CC[C@H](CC1)C(N(C[C@@H]1CC[C@H](CC1)C1=CC(=C(C=C1)OC)C)C1=CC(=CC=C1)C=1C=NN(C1)C1CC1)=O)=O)C trans-4-((3-(1-Cyclopropyl-1H-pyrazol-4-yl)phenyl)((trans-4-(4-methoxy-3-methyl-phenyl)cyclohexyl)-methyl)carbamoyl)-cyclohexyl (2-methoxyethyl)-(methyl)carbamate